FC(C(=O)O)(F)F.C12NCC(C1)(C2)CN2C(C1=CC=CC=C1C2=O)=O 2-(2-azabicyclo[2.1.1]hex-4-ylmethyl)isoindoline-1,3-dione trifluoroacetate